NC1=CC=C2C(=N1)CCOC2=O 2-amino-7,8-dihydro-5H-pyrano[4,3-b]pyridin-5-one